3-[1-(3-bromophenyl)-1-methyl-ethyl]-4-methyl-1,2,4-triazole BrC=1C=C(C=CC1)C(C)(C)C1=NN=CN1C